5-(trans-3-(6-(trifluoromethyl)pyridin-3-yl)cyclobutoxy)-1H-indol-3-amine TFA salt OC(=O)C(F)(F)F.FC(C1=CC=C(C=N1)[C@@H]1C[C@H](C1)OC=1C=C2C(=CNC2=CC1)N)(F)F